(3-((7-(2-amino-7-fluorobenzo[d]thiazol-4-yl)-8-fluoro-2-((tetrahydro-1H-pyrrolizin-7a(5H)-yl)methoxy)-6-(trifluoromethyl)quinazolin-4-yl)amino)azetidin-1-yl)(aziridin-2-yl)methanone NC=1SC2=C(N1)C(=CC=C2F)C2=C(C=C1C(=NC(=NC1=C2F)OCC21CCCN1CCC2)NC2CN(C2)C(=O)C2NC2)C(F)(F)F